CN1S(C2=C(CC1)C=C(C=C2)OCCN2CCC1(CC2)C(NC2=CC=C(C=C21)C#N)=O)(=O)=O 1'-{2-[(2-methyl-1,1-dioxo-3,4-dihydro-2H-1lambda6,2-benzothiazin-6-yl)oxy]ethyl}-2-oxo-1,2-dihydrospiro[indole-3,4'-piperidine]-5-carbonitrile